2-[4-(bromomethyl)phenyl]-3,4-dihydroquinazolin-4-one BrCC1=CC=C(C=C1)C1=NC2=CC=CC=C2C(N1)=O